[4-[4-Amino-2-(N-(2-amino-1-methyl-2-oxoethyl)-4-fluoroanilino)thiazol-5-carbonyl]phenoxy]-2-methylpropanamid NC=1N=C(SC1C(=O)C1=CC=C(OC(C(=O)N)(C)C)C=C1)N(C1=CC=C(C=C1)F)C(C(=O)N)C